3-(2-(benzyloxy)phenoxy)pyridine-carbaldehyde C(C1=CC=CC=C1)OC1=C(OC=2C(=NC=CC2)C=O)C=CC=C1